OC1=C(C=O)C=CC(=C1)OCC1=C(C(=CC=C1)C1=C(C=CC=C1)F)Cl 2-hydroxy-4-(2-chloro-3-o-fluorophenylbenzyloxy)benzaldehyde